C(C)(C)(C)OC(NC1=C(C2=C(S1)C=CC=C2C2=C(C=C1C(=NC(=NC1=C2F)F)N2CC=1N(CCC2)N=C(C1)C(N(C)C)=O)[N+](=O)[O-])C#N)=O (3-cyano-4-(4-(2-(dimethylcarbamoyl)-7,8-dihydro-4H-pyrazolo[1,5-a][1,4]diazepine-5(6H)-yl)-2,8-difluoro-6-nitroquinazolin-7-yl)benzo[b]thiophen-2-yl)carbamic acid tert-butyl ester